1-methoxy-2-(non-6-en-1-yloxy)benzene COC1=C(C=CC=C1)OCCCCCC=CCC